OC1=C(C=CC=C1)C=1C=C2C(=NN1)NC[C@@H]1N2CCN(C1)CCC(=O)N1CCN(CC1)C1CC2(CC(C2)C(=O)O)C1 (S)-6-(4-(3-(2-(2-hydroxyphenyl)-6a,7,9,10-tetrahydro-5H-pyrazino[1',2':4,5]pyrazino[2,3-c]pyridazin-8(6H)-yl)propanoyl)piperazin-1-yl)spiro[3.3]heptane-2-carboxylic acid